NCCS(=O)(=O)O.C(CCCCCCCCCCC)(=O)O lauric acid taurate